2-(5-cyclopropyl-3-(3-(1,1-dioxido-4-oxo-1,2,5-thiadiazolidin-2-yl)-2-fluoro-4-hydroxyphenyl)-1H-pyrazol-1-yl)acetamide C1(CC1)C1=CC(=NN1CC(=O)N)C1=C(C(=C(C=C1)O)N1S(NC(C1)=O)(=O)=O)F